((4-(2,7-diazaspiro[3.5]nonan-2-yl)pyrimidin-5-yl)oxy)-N-((1r,3r)-3-(difluoromethyl)cyclobutyl)-5-fluoro-N-isopropylbenzamide hydrochloride Cl.C1N(CC12CCNCC2)C2=NC=NC=C2OC2=C(C(=O)N(C(C)C)C1CC(C1)C(F)F)C=C(C=C2)F